tert-butyl ((6-(3,4-difluoro-2-(2-(3-(1-hydroxyethyl)-1,5-dimethyl-1H-pyrazol-4-yl)ethoxy)phenyl)imidazo[1,2-a]pyridin-3-yl)methyl)(methyl)carbamate FC=1C(=C(C=CC1F)C=1C=CC=2N(C1)C(=CN2)CN(C(OC(C)(C)C)=O)C)OCCC=2C(=NN(C2C)C)C(C)O